CC1=CC=C(C=C1)C=C(C=C)C 1-methyl-4-(2-methylbutan-1,3-dien-1-yl)benzene